FC1(CCC(CC1)[C@H](NC(=O)C1=CC=NN1CC)C=1N=C2N(N=C(C(=C2)C=O)C[C@@H]2C(NC[C@@H](C2)C(F)(F)F)=O)C1)F N-((S)-(4,4-difluorocyclohexyl)(7-formyl-6-(((3R,5R)-2-oxo-5-(trifluoromethyl)piperidin-3-yl)methyl)imidazo[1,2-b]pyridazin-2-yl)methyl)-1-ethyl-1H-pyrazole-5-carboxamide